CC(C(C=O)=C)CCC=C(C)C 3,7-Dimethyl-2-methylene-6-octenal